FC1=C(C=CC(=C1COC=1C=C2C(=NC1)NC(N2C)=O)F)NS(=O)(=O)C=2C(=NC=C(C2)F)OC N-[2,4-difluoro-3-[([1-methyl-2-oxo-3H-imidazo[4,5-b]pyridin-6-yl]oxy)methyl]phenyl]-5-fluoro-2-methoxypyridine-3-sulfonamide